C1(CC1)C=1C=C(C(=O)NC(C)C2=NC=CN=C2C2=NC=C(C=N2)OCC(F)F)C=C(C1)C(F)(F)F 3-cyclopropyl-N-[1-[3-[5-(2,2-difluoroethoxy)pyrimidin-2-yl]pyrazin-2-yl]ethyl]-5-(trifluoromethyl)benzamide